ClC=1C(=CC(=C(C1)C=1NC=2C=CN=C(C2C(C1)=O)C(=O)N)C)[C@](C(F)(F)F)(C)CO |o1:22| rel-(R)-2-[5-chloro-2-methyl-4-[2,2,2-trifluoro-1-(hydroxymethyl)-1-methyl-ethyl]phenyl]-4-oxo-1H-1,6-naphthyridine-5-carboxamide